N1C(=NC2=C1C=CC=C2)C2=CC(=NN2CC2=CC=C(C=C2)OC)NC(C2=CC(=C(C=C2)OCCOC)OC)=O N-[5-(1H-benzimidazol-2-yl)-1-[(4-methoxyphenyl)methyl]pyrazol-3-yl]-3-methoxy-4-(2-methoxyethoxy)benzamide